ClC1=C2C=C(N(C2=CC=C1)C)B(O)O 4-CHLORO-1-METHYL-1H-INDOL-2-YLBORONIC ACID